C(C)OC(C1=C(C(=NC(=C1)C1=CC(=CC=C1)I)C)N)=O 3-amino-6-(3-iodophenyl)-2-methylisonicotinic acid ethyl ester